ClC1=C(C=CC=C1)[C@H](C)NC=1C=2N(C(=CC1)C(=O)N[C@H](C)\C=C\S(=O)(=O)C)C=CN2 8-(((S)-1-(2-Chlorophenyl)ethyl)amino)-N-((R,E)-4-(methylsulfonyl)but-3-en-2-yl)imidazo[1,2-a]pyridine-5-carboxamide